FC1=C(C=CC(=C1)C(F)(F)F)CC1CC2(CNC2)C1 6-[[2-fluoro-4-(trifluoromethyl)-phenyl]methyl]-2-azaspiro[3.3]heptane